C(#N)CCOP 2-cyanoethoxyphosphine